CC1=C(C=NC(=C1)C)N1N=C(C=C1)OC1=CC(=C(C=C1)NC1=NC=NC2=CC(=C(C=C12)NC1CCN(CC1)C(C=C)=O)OC)F 1-(4-((4-((4-((1-(4,6-dimethylpyridin-3-yl)-1H-pyrazol-3-yl)oxy)-2-fluorophenyl)amino)-7-methoxyquinazolin-6-yl)amino)piperidin-1-yl)prop-2-en-1-one